2-(((tert-Butoxycarbonyl)amino)methyl)-4,5-difluorobenzofuran-7-carboxylic acid C(C)(C)(C)OC(=O)NCC=1OC2=C(C1)C(=C(C=C2C(=O)O)F)F